C1(CCCC1)CNC(C1=C(C=CC(=C1)[N+](=O)[O-])F)=O N-(cyclopentylmethyl)-2-fluoro-5-nitrobenzamide